1-bromo-2-(bromomethyl)-5,5-dimethylcyclohex-1-ene BrC1=C(CCC(C1)(C)C)CBr